2-formylglycine C(=O)C(N)C(=O)O